C1(CCCC1)NC(=O)C1C2C(CCC(C12)C(C)C)C N-Cyclopentyl-2-isopropyl-5-methyl-bicyclo[4.1.0]heptane-7-carboxamide